5-chloro-3-(2-(4-(4-chlorophenyl)piperazin-1-yl)-2-oxoethyl)-1H-indole-2-carboxylic acid ClC=1C=C2C(=C(NC2=CC1)C(=O)O)CC(=O)N1CCN(CC1)C1=CC=C(C=C1)Cl